3-(3-hydroxy-3-methyl-4-oxo-2,3,4,5-tetrahydro-1H-pyrido[2,3-b][1,4]diazepine-8-Yl)acrylic acid OC1(CNC2=C(NC1=O)N=CC(=C2)C=CC(=O)O)C